C(C)(C)(C)OC(=O)N1C(CCC1)OCCCCC1=NC2=NC=CC=C2C(=C1)Cl (4-(4-chloro-1,8-naphthyridin-2-yl)butoxy)pyrrolidine-1-carboxylic acid (R)-tert-butyl ester